OC(C)C(C(C)O)CO 2,4-dihydroxy-3-(hydroxymethyl)pentane